BrC=1C=C2C(=NC1)C(C(N2)=O)=O 6-bromo-1H-pyrrolo[3,2-b]pyridine-2,3-dione